methyl-3,6-dihydro-2H-1,3,4-oxadiazin-2-one CN1C(OCC=N1)=O